ClC=1C=2C(N=C3N(C2C=CC1)C1=CC(=CC=C1C31CCCCC1)C1CCN(CC1)CC1=CC=C(C(=O)O)C=C1)=O 4-((4-(4'-chloro-5'-oxo-5'H-spiro[cyclohexane-1,7'-indolo[1,2-a]quinazolin]-10'-yl)piperidin-1-yl)methyl)benzoic acid